N-(3-chloro-5-(methylsulfonamido)phenyl)-5-(hydroxymethyl)-1-(pyridin-2-yl)-1H-pyrrole-3-carboxamide ClC=1C=C(C=C(C1)NS(=O)(=O)C)NC(=O)C1=CN(C(=C1)CO)C1=NC=CC=C1